C1(=CC=CC2=CC=CC=C12)C(=O)N NAPHTHAMID